ethyl 1-(1-(2-(methylthio) pyrimidin-5-yl) ethyl)-1H-1,2,3-triazole-4-carboxylate CSC1=NC=C(C=N1)C(C)N1N=NC(=C1)C(=O)OCC